O[C@@H](CN1C(C2=C(C=NC=C2C=C1)NC1=C(C=C(C=C1)I)F)=O)CO (S)-2-(2,3-dihydroxypropyl)-8-(2-fluoro-4-iodophenylamino)-2,6-naphthyridin-1(2H)-one